6-methyl-5-{4-[methyl(oxan-4-yl)amino]-5H,6H,7H,8H-pyrido[3,4-d]pyrimidine-7-carbonyl}-N-(1-methylcyclopropyl)furo[2,3-d]pyrimidin-4-amine CC1=C(C2=C(N=CN=C2NC2(CC2)C)O1)C(=O)N1CC=2N=CN=C(C2CC1)N(C1CCOCC1)C